(3β,5α)-3,21-Dihydroxypregnan-20-on O[C@@H]1C[C@@H]2CC[C@H]3[C@@H]4CC[C@H](C(CO)=O)[C@]4(CC[C@@H]3[C@]2(CC1)C)C